1,3,4,5-tetramethyl-2,3-dihydro-1H-pyrrole CN1CC(C(=C1C)C)C